2-(1-(2-(4-(2-(trifluoromethyl)benzoyl)-1H-pyrrol-2-yl)-1H-benzo[d]imidazol-6-yl)piperidin-4-yl)acetic acid FC(C1=C(C(=O)C=2C=C(NC2)C2=NC3=C(N2)C=C(C=C3)N3CCC(CC3)CC(=O)O)C=CC=C1)(F)F